CC1=C(C(=CC(=C1N)C)C)N 2,4,6-Trimethyl-m-phenylenediamin